OCC1=CN=C(S1)C=O 5-(hydroxymethyl)thiazole-2-carbaldehyde